6-(7-chloro-2,8-difluoropyrido[4,3-d]pyrimidin-4-yl)-8-fluoro-2-oxa-6-azabicyclo[5.1.0]octane ClC1=C(C=2N=C(N=C(C2C=N1)N1CCCOC2C(C12)F)F)F